C(CC#C)C1(N=NC=CC=C1)CCI 3-(But-3-yn-1-yl)-3-(2-iodoethyl)-3H-diazepine